CC1=CC2=C(SC3=C2C=C(C=C3)C)C(=C1)C 2,4,8-trimethyldibenzothiophene